N-[4-(3-chloro-4-cyano-phenoxy)cyclohexyl]-2-(4-formyl-1-piperidyl)pyrimidine-5-carboxamide ClC=1C=C(OC2CCC(CC2)NC(=O)C=2C=NC(=NC2)N2CCC(CC2)C=O)C=CC1C#N